5-pyrimidin-2-yl-1,2-dihydropyridine-3-carboxamide N1=C(N=CC=C1)C=1C=C(CNC1)C(=O)N